2-Butyl-8,8,11-trimethyl-2-(2-oxopropyl)-5-pentyl-4H,8H-benzo[c][1,3]dioxino[4,5-f]chromen-4-on C(CCC)C1(OC(C=2C(=C3C4=C(C(OC3=CC2CCCCC)(C)C)C=CC(=C4)C)O1)=O)CC(C)=O